FC(C1=NC=CC(=C1)N1CC(C1)CC(=O)N1CC=2C(=NC(=C(C2C1C)C)C)NC)(F)F 2-{1-[2-(trifluoromethyl)pyridin-4-yl]azetidin-3-yl}-1-[1,6,7-trimethyl-4-(methylamino)-1,3-dihydro-2H-pyrrolo[3,4-c]pyridin-2-yl]ethanone